[Si](C)(C)(C(C)(C)C)OCC(OC=1C=2N(C=C(C1)B(O)O)N=CC2C#N)C2=NC=CC=C2 [4-[2-[tert-butyl(dimethyl)silyl]oxy-1-(2-pyridyl)ethoxy]-3-cyano-pyrazolo[1,5-a]pyridin-6-yl]boronic acid